4-((1R,5S)-8-methyl-3,8-diazabicyclo-[3.2.1]Oct-3-yl)-1H-benzo[d]Imidazole CN1[C@H]2CN(C[C@@H]1CC2)C2=CC=CC=1NC=NC12